BrC1=C(C=CC2=C1C(=N[C@H](C(=N2)N)C)C2=C(C=CC=C2F)F)Cl (3S)-6-bromo-7-chloro-5-(2,6-difluorophenyl)-3-methyl-3H-1,4-benzodiazepin-2-amine